methyl 5-[3-(1,3-dioxolan-2-yl)-2-[(4-methoxyphenyl)methoxy]phenyl]-2-methylpyrazole-3-carboxylate O1C(OCC1)C=1C(=C(C=CC1)C=1C=C(N(N1)C)C(=O)OC)OCC1=CC=C(C=C1)OC